COC(/C(=C/OC)/OC1=C(C(=CC=C1)N1N=C(C=C1)C(C)C)C)=O.FC1=C(OC2=CC=C(C(=O)N)C=C2)C=CC(=C1)CN1C(COCC1)C=1C(=NN(C1)C)OC 4-(2-fluoro-4-{[3-(3-methoxy-1-methyl-1H-pyrazol-4-yl)morpholin-4-yl]methyl}phenoxy)benzamide methyl-(Z)-2-[(3-isopropyl-1H-pyrazol-1-yl)-2-methylphenoxy]-3-methoxyprop-2-enoate